tert-butyl N-[1-(5-fluoroindolin-4-yl)-4-piperidinyl]-N-methylcarbamate FC=1C(=C2CCNC2=CC1)N1CCC(CC1)N(C(OC(C)(C)C)=O)C